3-[(5'S,7a'R)-5'-(3-fluorophenyl)-3'-oxo-tetrahydro-1H,3'H-spiro[piperidine-4,2'-pyrrolo[2,1-b][1,3]-oxazole]-1-carbonyl]-benzonitrile FC=1C=C(C=CC1)[C@@H]1CC[C@H]2OC3(C(N21)=O)CCN(CC3)C(=O)C=3C=C(C#N)C=CC3